COC(=O)C1=CN(C2=C1C=NC(=C2)Cl)C 6-chloro-1-methyl-1H-pyrrolo[3,2-c]Pyridine-3-carboxylic acid methyl ester